C(C)(=O)NC1=CC=C(C=C1)C1=CN=C2N1C=C(N=C2)C(=O)N(C2=CC=C(C=C2)C(F)(F)F)C 3-(4-acetamidophenyl)-N-methyl-N-[4-(trifluoromethyl)phenyl]imidazo[1,2-a]pyrazine-6-carboxamide